COC=1C=C(C(=O)C2=NC3=CC=C(C=C3C(N2)=O)NC(CCl)=O)C=CC1OC 2-(3,4-dimethoxybenzoyl)-6-(2-chloroacetamido)-4(3H)-quinazolinone